8-vinyl-tetracyclo[4.4.0.12,5.17,10]dodec-3-ene C(=C)C1C2C3C4C=CC(C3C(C1)C2)C4